C(CCC)[Sn](C1(C=CC=C1)C[Si](C)(C)C)(CCCC)CCCC Tributyl-(trimethylsilylmethyl-cyclopentadienyl)stannane